ClC1=CC=C(C=C1)C=1N=C2N(C=CC=C2)C1CN1CC2N(C(C1)C2)C(=O)C2=C(C=CC=C2)F (3-{[2-(4-Chlorophenyl)imidazo[1,2-a]pyridin-3-yl]methyl}-3,6-diazabicyclo[3.1.1]hept-6-yl)-(2-fluorophenyl)methanon